8-[1-(oxetan-3-yl)-1H-pyrazolo[3,4-b]pyrazin-6-yl]-2-[6-(trifluoromethyl)pyrazin-2-yl]-2,8-diazaspiro[4.5]decan-3-one O1CC(C1)N1N=CC=2C1=NC(=CN2)N2CCC1(CC(N(C1)C1=NC(=CN=C1)C(F)(F)F)=O)CC2